Cl.ClC=1C=C(C(=C(C1)O)C1=CC2=C(N=N1)N(C=C2)CC2CN(CCO2)C)C 5-Chloro-3-methyl-2-{7-[(4-methylmorpholin-2-yl)methyl]-7H-pyrrolo[2,3-c]pyridazin-3-yl}phenol hydrochloride